ClC=1C(=NC(=NC1)NC1=CC=C2C(=NN(C2=C1)C)N1CCC(CC1)N1CCN(CC1)C)C=1C=NN(C1)S(=O)(=O)C1CC1 N-(5-chloro-4-(1-(cyclopropanesulfonyl)-1H-pyrazol-4-yl)pyrimidin-2-yl)-1-methyl-3-(4-(4-methylpiperazin-1-yl)piperidin-1-yl)-1H-indazol-6-amine